4-(4-aminophenyl)-N-methylpyridin NC1=CC=C(C=C1)C1=CCN(C=C1)C